(S)-7-((9,9-difluoro-9H-fluorene-3-carbonyl)glycyl)-N-((S)-1-(1-(phenylsulfonyl)-1H-pyrrolo[3,2-c]pyridin-2-yl)ethyl)-1,4-dioxa-7-azaspiro[4.4]nonane-8-carboxamide FC1(C2=CC=CC=C2C=2C=C(C=CC12)C(=O)NCC(=O)N1CC2(OCCO2)C[C@H]1C(=O)N[C@@H](C)C1=CC=2C=NC=CC2N1S(=O)(=O)C1=CC=CC=C1)F